C1=C(C=CC2=CC=CC=C12)CCOC(\C=C\C1=CC(=C(C=C1)O)O)=O (E)-2-(Naphthalin-2-yl)ethyl-3-(3,4-dihydroxyphenyl)acrylat